C(CC\C=C\CCCCCCCC)CC(=O)[O-] (E)-4-tridecen-1-ylacetate